phenyl-6-(p-tolyl)-benzo[2,1-b:3,4-b']difuran-2,7-dione C1(=CC=CC=C1)C1=C2C(OC1=O)=C1OC(C(=C1C=C2)C2=CC=C(C=C2)C)=O